ClC=1C=C(C2=C(C(=CO2)COC2=C(C=CC=C2)CC(=O)OCC)C1)NC(C)C ethyl 2-(2-((5-chloro-7-(isopropylamino)benzofuran-3-yl)methoxy)phenyl)acetate